ClC1=CC=C(C=C1)C(C(Cl)Cl)C1=CC=C(C=C1)Cl 1,1-bis[p-chlorophenyl]-2,2-dichloroethane